C(C)NC1C(CCCC1)NC=1C=C2CN(C(C2=CC1)=O)C1C(NC(CC1)=O)=O 3-(5-((2-(ethylamino)cyclohexyl)amino)-1-oxoisoindolin-2-yl)piperidine-2,6-dione